ClC1(CC1(Cl)Cl)Cl 2,2,3,3-tetrachlorocyclopropane